NCCN1C(N(C=C(C1=O)C1=C(C(=CC=C1)Cl)Cl)CC(N1CCC(CC1)N1C(NC2=C(CC1)C=CC=C2)=O)=O)=O 3-(2-amino-ethyl)-5-(2,3-dichloro-phenyl)-1-{2-oxo-2-[4-(2-oxo-1,2,4,5-tetrahydro-benzo[d][1,3]diazepin-3-yl)-piperidin-1-yl]-ethyl}-1H-pyrimidin-2,4-dion